ClC1=C(N=C(N=N1)N[C@H]1CN(CCC1)CCN1N=CC=C1)C (6-chloro-5-methyl-1,2,4-triazin-3-yl)-[(3R)-1-(2-pyrazol-1-ylethyl)-3-piperidyl]-amine